2-{1,1,2,3,3,3-Hexafluoro-2-[1,1,2,3,3,3-hexafluoro-2-(heptafluoropropoxy)propoxy]propoxy}-2,3,3,3-tetrafluoropropan-1-ol FC(C(C(F)(F)F)(OC(C(C(F)(F)F)(OC(C(C(F)(F)F)(F)F)(F)F)F)(F)F)F)(OC(CO)(C(F)(F)F)F)F